4-((2-(4-oxo-3,4-dihydroquinazolin-2-yl)phenoxy)methyl)-1-propylpyridin-1-ium O=C1NC(=NC2=CC=CC=C12)C1=C(OCC2=CC=[N+](C=C2)CCC)C=CC=C1